C1(CCC1)C(C)NC(=O)NCC1=CC(=NC=C1)OC(F)F 1-(1-cyclobutylethyl)-3-[[2-(difluoromethoxy)pyridin-4-yl]methyl]urea